CC1(CCC2=CC=CC=C12)C 2,3-dihydro-3,3-dimethyl-1H-indene